N-[3-Chloro-4-[4-[(2S)-4-hydroxypiperidine-2-carbonyl]piperazine-1-carbonyl]phenyl]-1-methyl-5-[1-(5-nitro-2-pyridyl)-3-(trifluoromethyl)pyrazol-4-yl]imidazole-2-carboxamide ClC=1C=C(C=CC1C(=O)N1CCN(CC1)C(=O)[C@H]1NCCC(C1)O)NC(=O)C=1N(C(=CN1)C=1C(=NN(C1)C1=NC=C(C=C1)[N+](=O)[O-])C(F)(F)F)C